ClC=1C=CC2=C(NCN(S2(=O)=O)[C@@H](C(C)C2=C(C(=CC=C2F)C)C)C2=NNC(O2)=O)C1 5-((1S)-1-(6-chloro-1,1-dioxido-3,4-dihydro-2H-benzo[e][1,2,4]thiadiazin-2-yl)-2-(6-fluoro-2,3-dimethylphenyl)propyl)-1,3,4-oxadiazol-2(3H)-one